C(#N)[BH3-].ClCCl dichloromethane cyanoborohydride